C(C1=CC=CC=C1)OC1=NC(=CC=C1C1=CC=C(C=C1)N1CC2(CN(C2)C(=O)OC(C)(C)C)C1)OCC1=CC=CC=C1 tert-butyl 6-[4-(2,6-dibenzyloxy-3-pyridyl)phenyl]-2,6-diazaspiro[3.3]heptane-2-carboxylate